dimethyl-silyl-(2-phenyl-1H-inden-1-yl)(2,3,4,5-tetramethylcyclopenta-2,4-dienyl)hafnium dichloride [Cl-].[Cl-].C[SiH]([Hf+2](C1C(=C(C(=C1C)C)C)C)C1C(=CC2=CC=CC=C12)C1=CC=CC=C1)C